n-butylammonium chlorid [Cl-].C(CCC)[NH3+]